(S)-1'-(3-(2,3-dimethylpyridin-4-yl)imidazo[1,5-a]pyrazin-8-yl)-1,3-dihydrospiro[indene-2,4'-piperidin]-1-amine CC1=NC=CC(=C1C)C1=NC=C2N1C=CN=C2N2CCC1(CC2)[C@@H](C2=CC=CC=C2C1)N